O1-tert-butyl O2-methyl (2S,4S)-4-[[2-[3-[3-(1,3-dioxoisoindolin-2-yl)propyl]-2-methyl-indazol-4-yl]-4-pyridyl]oxy]pyrrolidine-1,2-dicarboxylate O=C1N(C(C2=CC=CC=C12)=O)CCCC=1N(N=C2C=CC=C(C12)C1=NC=CC(=C1)O[C@H]1C[C@H](N(C1)C(=O)OC(C)(C)C)C(=O)OC)C